B(O)(O)O.C1(=CCCC1)CC(O)(C)C(C)(C)O cyclopentenylpinacol borate